C(C1=CC=CC=C1)OC=1C(=CC2=C(NC[C@H]3N(C2=O)C[C@@H](C3)NC(OC(C)(C)C)=O)C1)OC tert-butyl ((2R,11aS)-8-(benzyloxy)-7-methoxy-5-oxo-2,3,5,10,11,11a-hexahydro-1H-benzo[e]pyrrolo[1,2-a][1,4]diazepin-2-yl)carbamate